CC1(OC2=C(O1)C=CC(=C2)C(C)N2C[C@@H](N(C[C@H]2C)C=2C=1N=C(N(C1N(C(N2)=O)C)CC)CC#N)C)C 2-(6-((2S,5R)-4-(1-(2,2-dimethylbenzo[d][1,3]dioxol-5-yl)ethyl)-2,5-dimethylpiperazin-1-yl)-9-ethyl-3-methyl-2-oxo-3,9-dihydro-2H-purin-8-yl)acetonitrile